N-{[4-(5-chloro-3-methylpyridine-2-sulfonyl)phenyl]methyl}-1H-pyrazolo[3,4-b]pyridine-5-carboxamide ClC=1C=C(C(=NC1)S(=O)(=O)C1=CC=C(C=C1)CNC(=O)C=1C=C2C(=NC1)NN=C2)C